C(C)(C)(C)C#C tert-butylacetylen